FC(OC=1C=C(C(=O)O)C=CC1[N+](=O)[O-])F 3-(difluoromethoxy)-4-nitrobenzoic acid